3-((2R,3R)-2-(naphthalen-2-yl)-3-nitro-3-phenylpropyl)-5,5-dimethylcyclohex-2-en-1-one C1=C(C=CC2=CC=CC=C12)[C@@H](CC1=CC(CC(C1)(C)C)=O)[C@H](C1=CC=CC=C1)[N+](=O)[O-]